tert-butyl (S)-4-(8-fluoro-2-((1-methylpyrrolidin-2-yl)methoxy)-7-(8-((triisopropylsilyl)ethynyl)naphthalen-1-yl)pyrido[4,3-d]pyrimidin-4-yl)piperazine-1-carboxylate FC1=C(N=CC2=C1N=C(N=C2N2CCN(CC2)C(=O)OC(C)(C)C)OC[C@H]2N(CCC2)C)C2=CC=CC1=CC=CC(=C21)C#C[Si](C(C)C)(C(C)C)C(C)C